C(C)(C)C1=CC=C(C=C1)OS(=O)(=O)C(F)(F)F 4-Isopropylphenyl-trifluoromethanesulfonic acid